4-(2-cyano-4-fluoro-5-(2-methylprop-1-en-1-yl)phenyl)piperazine-1-carboxylic acid tert-butyl ester C(C)(C)(C)OC(=O)N1CCN(CC1)C1=C(C=C(C(=C1)C=C(C)C)F)C#N